CC(C)(C)[S@](=O)N[C@H](C)C1=NC(=NS1)C1=CC(=NC=C1)C(F)(F)F (S)-2-methyl-N-[(1R)-1-[3-[2-(trifluoromethyl)-4-pyridinyl]-1,2,4-thiadiazol-5-yl]ethyl]propane-2-sulfinamide